S1C=NC(=C1)[C@@H]1[C@H](C1)C1=NN=C(S1)N 5-((1S,2S)-2-(thiazol-4-yl)cyclopropyl)-1,3,4-thiadiazol-2-amine